potassium Bisulphite S([O-])(O)=O.[K+]